tert-butyl (2S)-3-(cyanomethyl)-3-(2-ethoxy-1,1-difluoro-2-oxoethyl)-2-methylazetidine-1-carboxylate C(#N)CC1([C@@H](N(C1)C(=O)OC(C)(C)C)C)C(C(=O)OCC)(F)F